4-(2-Amino-5-(5-chloro-2-methoxyphenyl)-4-oxo-4,7-dihydro-3H-pyrrolo[2,3-d]pyrimidin-6-yl)-N,N-dimethylbenzenesulfonamide, trifluoroacetic acid salt FC(C(=O)O)(F)F.NC=1NC(C2=C(N1)NC(=C2C2=C(C=CC(=C2)Cl)OC)C2=CC=C(C=C2)S(=O)(=O)N(C)C)=O